ClC=1N=NC(=C2C1C=NC=C2)NC2COCC2(C)C 4-chloro-N-(4,4-dimethyloxolan-3-yl)pyrido[3,4-d]pyridazin-1-amine